1-(4-(4-acetylpiperazin-1-yl)pyridin-2-yl)-N-(3-chloro-5-(methylsulfonamido)phenyl)-1H-pyrazole-4-carboxamide C(C)(=O)N1CCN(CC1)C1=CC(=NC=C1)N1N=CC(=C1)C(=O)NC1=CC(=CC(=C1)NS(=O)(=O)C)Cl